C(C)(C)(C)OC(=O)N1CCC2(CC1)C(C=1N(N=C3C1CCC3)C2)=O 8-oxo-1,2,3,8-tetrahydro-6H-spiro[cyclopenta[d]pyrrolo[1,2-b]pyrazole-7,4'-piperidine]-1'-carboxylic acid tert-butyl ester